OC(CC1=CC=C(C=N1)C1=NN2C(N=CC=C2)=C1C(=O)N[C@@H]1C(NC2=C(C(=N1)C1=CC=CC=C1)C=CC=C2F)=O)(C)C 2-[6-(2-hydroxy-2-methylpropyl)pyridin-3-yl]-N-[(3S)-9-fluoro-2-oxo-5-phenyl-1,3-dihydro-1,4-benzodiazepine-3-Yl]pyrazolo[1,5-a]pyrimidine-3-carboxamide